COC1=NC(=NC(=C1)OC)NC(=O)NS(=O)(=O)C1=NC=CC=C1S(=O)(=O)CC 1-(4,6-Dimethoxypyrimidin-2-yl)-3-(3-ethylsulfonylpyridin-2-yl)sulfonylurea